ClC1=C(C=2CCCCCC2C=C1OC)C=O 9-chloro-10-methoxybicyclo[5.4.0]undeca-1(7),8,10-triene-8-carbaldehyde